ClC1=C(C=CC=C1C1=NC=CC(=C1Cl)C1=NC(=C(C=C1)CNCC1NC(CC1)=O)OC)NC(C1=NC=C(C(=C1)OC)CNC1CC(C1)O)=O N-(2-chloro-3-(3'-chloro-6-methoxy-5-((((5-oxopyrrolidin-2-yl)methyl)amino)methyl)-[2,4'-bipyridin]-2'-yl)phenyl)-5-(((3-hydroxycyclobutyl)amino)methyl)-4-methoxypicolinamide